Methyl (3SR,4RS)-4-(2-{(S)-(tert-butoxycarbonylamino)[4-(trifluoromethyl)cyclohexyl]-methyl}-4-fluoro-1H-benzimidazol-5-yl)tetrahydrofuran-3-carboxylate C(C)(C)(C)OC(=O)N[C@H](C1=NC2=C(N1)C=CC(=C2F)[C@H]2[C@@H](COC2)C(=O)OC)C2CCC(CC2)C(F)(F)F |&1:19,20|